FC1=CC=C(C=C1)C=1CCN(CC1)CCCC1=NC2=C(C=CC=C2C(N1)=O)C 2-{3-[4-(4-fluorophenyl)-3,6-dihydro-1(2h)-pyridinyl]propyl}-8-methyl-4(3h)-quinazolinone